3-aminophenylboronic acid hemisulfate salt S(=O)(=O)(O)O.NC=1C=C(C=CC1)B(O)O.NC=1C=C(C=CC1)B(O)O